N1-Ethyl-4,5-bis(4'-bromophenyl)imidazole tris(2,4-di-tert.-butylphenyl)phosphite C(C)(C)(C)C1=C(C=CC(=C1)C(C)(C)C)OP(OC1=C(C=C(C=C1)C(C)(C)C)C(C)(C)C)OC1=C(C=C(C=C1)C(C)(C)C)C(C)(C)C.C(C)N1C=NC(=C1C1=CC=C(C=C1)Br)C1=CC=C(C=C1)Br